5-methyl-4-nitro-1-tetrahydropyran-2-yl-benzotriazole CC1=C(C2=C(N(N=N2)C2OCCCC2)C=C1)[N+](=O)[O-]